tert-butyl-(2-amino-4-chlorophenyl)glycine C(C)(C)(C)N(CC(=O)O)C1=C(C=C(C=C1)Cl)N